6-bromo-1H-benzo[c][1,2]oxaborinin-1-ol BrC1=CC2=C(B(OC=C2)O)C=C1